C1(CC1)[C@@H](C(F)(F)F)NC(=O)C1=CN(C2=NC(=C(C=C2C1=O)F)N1C[C@H]([C@H](C1)O)O)C1=C(C=C(C=C1F)F)F N-[(1S)-1-cyclopropyl-2,2,2-trifluoroethyl]-7-[(3R,4S)-3,4-dihydroxypyrrolidin-1-yl]-6-fluoro-4-oxo-1-(2,4,6-trifluorophenyl)-1,4-dihydro-1,8-naphthyridine-3-carboxamide